tert-butyl (2S,4R)-2-(hydroxymethyl)-4-[2-[2-(2-tetrahydropyran-2-yloxyethoxy)ethoxy]ethoxy]pyrrolidine-1-carboxylate OC[C@H]1N(C[C@@H](C1)OCCOCCOCCOC1OCCCC1)C(=O)OC(C)(C)C